CC1=C(C(NC(=C1)C)=O)CN1C(C=2C(=C3C(=C(C2CC1)C=1C=NC=CC1)O[C@](O3)(C)[C@@H]3CC[C@H](CC3)N(C)C)C)=O (R)-6-((4,6-dimethyl-2-oxo-1,2-dihydropyridin-3-yl)methyl)-2-(trans-4-(dimethylamino)cyclohexyl)-2,4-dimethyl-9-(pyridin-3-yl)-7,8-dihydro-[1,3]dioxolo[4,5-g]isoquinolin-5(6H)-one